6,6-Difluoro-N-methoxy-N-methylspiro[3.3]heptane-2-carboxamide FC1(CC2(CC(C2)C(=O)N(C)OC)C1)F